BrC=1C=C(C=CC1F)NC(=NO)C1=NON=C1NCCC=1NC(N(C1)C)=C=O N-(3-bromo-4-fluorophenyl)-N'-hydroxy-4-((2-(1-methyl-2-carbonylimidazol-4-yl)ethyl)amino)-1,2,5-oxadiazole-3-formamidine